CN1N=CC(=C1)C1=CC=C(C=N1)C(=O)Cl 6-(1-methylpyrazol-4-yl)pyridine-3-carbonyl chloride